2-[4-[(2-butyl-4-oxo-1,3-diazaspiro[4.4]non-1-en-3-yl)methyl]-2-(cyclobutoxymethyl)phenyl]-N-(4-chloro-5-methyl-isoxazol-3-yl)benzenesulfonamide C(CCC)C1=NC2(C(N1CC1=CC(=C(C=C1)C1=C(C=CC=C1)S(=O)(=O)NC1=NOC(=C1Cl)C)COC1CCC1)=O)CCCC2